C(#N)N1CC(CC1)CNC(C1=NC=CC(=C1)N1CCCC1)=O N-((1-Cyanopyrrolidin-3-yl)methyl)-4-(pyrrolidin-1-yl)picolinamide